6-(6-(1,1-difluoroethyl)pyridin-2-yl)-1,3,5-triazine-2,4(1H,3H)-dione FC(C)(F)C1=CC=CC(=N1)C1=NC(NC(N1)=O)=O